2-(Ethoxymethoxy)-1-iodo-3-methyl-4-(trifluoromethyl)benzene C(C)OCOC1=C(C=CC(=C1C)C(F)(F)F)I